N-(2,6-Difluoro-4-((4-(trifluoromethyl)benzyl)amino)phenyl)-3,3-dimethylbutanamid FC1=C(C(=CC(=C1)NCC1=CC=C(C=C1)C(F)(F)F)F)NC(CC(C)(C)C)=O